NC1=C2C(=C3C(=N1)C=C(N3COCC[Si](C)(C)C)C(=O)O)COC2 5-amino-1-((2-(trimethylsilyl)ethoxy)methyl)-6,8-dihydro-1H-furo[3,4-d]pyrrolo[3,2-b]pyridine-2-carboxylic acid